C(C)(=O)N1[C@H]([C@@H](N(CC1)C(C=C)=O)C)C1=CC(=NC(=C1)Cl)C1=CC(=NC=N1)C(=O)NC trans-6-(4-(1-acetyl-4-acryloyl-3-methylpiperazin-2-yl)-6-chloropyridin-2-yl)-N-methylpyrimidine-4-carboxamide